N-[fluorenylmethoxycarbonyl]-L-alanyl-L-alanine C1(=CC=CC=2C3=CC=CC=C3CC12)COC(=O)N[C@@H](C)C(=O)N[C@@H](C)C(=O)O